COC1=C(C=C(C=C1)OC)NC(=S)N1CC(CC1)(C1=NC=CC=C1)C1=CC(=C(C=C1)C)F N-(2,5-dimethoxyphenyl)-3-(3-fluoro-4-methylphenyl)-3-(pyridin-2-yl)pyrrolidine-1-carbothioamide